BrC1=C(C(=C(C=C1Br)F)F)[N+](=O)[O-] Bromo-5-bromo-1,2-difluoro-3-nitrobenzene